COC(C1=C(C=CC(=C1)S(=O)(=O)N1C(CCC2=CC(=CC=C12)C1=CCCC1)C1CC1)OCC1CCOCC1)=O 5-((6-(Cyclopent-1-en-1-yl)-2-cyclopropyl-3,4-dihydro-quinolin-1(2H)-yl)sulfonyl)-2-((tetrahydro-2H-pyran-4-yl)methoxy)benzoic acid methyl ester